BrC=1C=CC=2N(C1)C(=CN2)C(=O)O 6-bromoimidazo[1,2-a]pyridine-3-formic acid